NC1=NC(=NO1)NCCCN(CCCCCCCC(=O)OCCC(CCCC)CCCC)CCCCCCCC(=O)OC(CCCCCCCC)CCCCCCCC 3-butylheptyl 8-((3-((5-amino-1,2,4-oxadiazol-3-yl)amino)propyl)(8-(heptadecan-9-yloxy)-8-oxooctyl)amino)octanoate